FC1=CC=C(C=C1)S(=O)(=O)NCCNC1=NC=CC(=N1)C1=C(N=C2OC=CN21)C2=CC(=C(C=C2)F)O 4-fluoro-N-(2-(4-(6-(4-fluoro-3-hydroxyphenyl)imidazo[2,1-b]oxazol-5-yl)pyrimidin-2-ylamino)ethyl)benzenesulfonamide